phenylacetamide dimethyl acetal COC(CC1=CC=CC=C1)(N)OC